6-fluoropicolinamide FC1=CC=CC(=N1)C(=O)N